1,4-Dioxospiro[4.5]decane O=C1CCC(C12CCCCC2)=O